N,N-dimethyl-1-(4-(1-methyl-5-nitro-1H-pyrrolo[2,3-b]pyridin-3-yl)phenyl)methanamine CN(CC1=CC=C(C=C1)C1=CN(C2=NC=C(C=C21)[N+](=O)[O-])C)C